7,8-dihydro-6H-spiro[[1,3]oxazolo[5,4-f]quinazoline-9,1'-cyclohexane]-7-one C12(CCCCC1)NC(NC1=CC=C3C(=C12)OC=N3)=O